C(CCCCCCCCC)(=O)OCCCCCCOC(CCCCCCCCC)=O 1,6-hexanediol didecanate